ethyl 2-(4-(dimethylamino)-1-oxo-6-(trifluoromethyl)phthalazin-2(1H)-yl)acetate CN(C1=NN(C(C2=CC=C(C=C12)C(F)(F)F)=O)CC(=O)OCC)C